(4-amino-7-chloro-1,3-dihydrofuro[3,4-c]quinolin-8-yl)((3R)-3-(6-ethoxy-3-pyridazinyl)-4-morpholinyl)methanone NC1=NC=2C=C(C(=CC2C2=C1COC2)C(=O)N2[C@@H](COCC2)C=2N=NC(=CC2)OCC)Cl